C(C1CO1)OC1=CC=C(CC2=CC=C(N(CC3CO3)CC3CO3)C=C2)C=C1 4-(4-glycidoxybenzyl)-(N,N-diglycidyl)aniline